3-fluoroprop-1-yne Prop-2-yn-1-yl-4-methylbenzene-1-sulfonate C(C#C)OS(=O)(=O)C1=CC=C(C=C1)C.FCC#C